2-(2-hydroxypropane-2-yl)quinazolin OC(C)(C)C1=NC2=CC=CC=C2C=N1